O1CCC(CC1)N1N=CC(=C1)NC1=NC=C(C=N1)C(=O)N 2-((1-(tetrahydro-2H-pyran-4-yl)-1H-pyrazol-4-yl)amino)pyrimidin-5-carboxamide